6-(cyclopropylmethyl)-1H-pyrazolo[3,4-d]pyrimidine C1(CC1)CC1=NC=C2C(=N1)NN=C2